2,4-dihydroxy-5-isopropyl-N-methyl-N-(1,2,3,4-tetrahydroquinolin-6-yl)benzamide OC1=C(C(=O)N(C=2C=C3CCCNC3=CC2)C)C=C(C(=C1)O)C(C)C